2-(2-(2-furanyl)benzyl)furan O1C(=CC=C1)C1=C(CC=2OC=CC2)C=CC=C1